OC=1C=C2CCCC(C2=CC1)=O 6-hydroxy-3,4-dihydronaphthalene-1-one